[Si](C1=CC=CC=C1)(C1=CC=CC=C1)(C(C)(C)C)O[C@H]1C(COC1)=O |r| (R)- and (S)-4-((tert-butyldiphenylsilyl)oxy)dihydrofuran-3(2H)-one